ClC=1C(=C(C=CC1)NC1=C(NC2=C1C(NCC2)=O)C2=CC=NC1=CC=C(N=C21)OC2CCC2)OC 3-[(3-chloro-2-methoxyphenyl)amino]-2-(6-cyclobutoxy-1,5-naphthyridin-4-yl)-1H,5H,6H,7H-pyrrolo[3,2-c]pyridin-4-one